1,1-Difluoro-2-isothiocyanatoethane FC(CN=C=S)F